4-(tert-butoxycarbonyloxy)-3-bromo-phenylboronic acid pinacol ester C(C)(C)(C)OC(=O)OC1=C(C=C(C=C1)B1OC(C)(C)C(C)(C)O1)Br